hexamethylol-2,4,6-triamino-1,3,5-triazine C(O)C1(N(C(N(C(N1CO)(N)CO)CO)(N)CO)CO)N